nickel sulfate S(=O)(=O)([O-])[O-].[Ni+2]